1,1-di(tert-hexylperoxy)-3,3,5-trimethylcyclohexane C(C)(C)(CCC)OOC1(CC(CC(C1)C)(C)C)OOC(C)(C)CCC